5-chloro-2-[2-[[(3R)-1-[[rac-cis-2-hydroxy-cyclobutyl]methyl]-3-piperidyl]amino]oxazolo[4,5-b]pyridin-5-yl]-3-methyl-phenol ClC=1C=C(C(=C(C1)O)C1=CC=C2C(=N1)N=C(O2)N[C@H]2CN(CCC2)C[C@H]2[C@H](CC2)O)C |&1:25,26|